2-(1-acryloyl-4-(7-(7-fluoro-3,4-dihydroquinolin-1(2H)-yl)-2-((1-(2,2,2-trifluoroethyl)azetidin-2-yl)methoxy)-5,6,7,8-tetrahydroquinazolin-4-yl)piperazin-2-yl)acetonitrile C(C=C)(=O)N1C(CN(CC1)C1=NC(=NC=2CC(CCC12)N1CCCC2=CC=C(C=C12)F)OCC1N(CC1)CC(F)(F)F)CC#N